COC=1C(=C(C=CC1)C[C@@H](C)N)C (R)-1-(3-methoxy-2-methylphenyl)propane-2-amine